C(#N)CC(=O)C=1C=NN(C1)C(=CC#N)C1CCCC1 3-(4-(2-cyanoacetyl)-1H-pyrazole-1-yl)-3-cyclopentylacrylonitrile